C1=CC=C(C=C1)B(O)O 4-Benzeneboronic acid